C(#N)C1=NC=C(C(=C1)C1=CC=2N(C=C1)N=C(C2)NC(=O)C2CC2)NCCN(C)C N-[5-[2-cyano-5-(2-dimethylaminoethylamino)-4-pyridyl]pyrazolo[1,5-a]pyridin-2-yl]cyclopropanecarboxamide